2-(2-((1r,3r)-3-hydroxy-cyclobutyl)-2H-pyrazolo[3,4-b]pyridin-6-yl)-3-methyl-5-(trifluorometh-yl)phenol OC1CC(C1)N1N=C2N=C(C=CC2=C1)C1=C(C=C(C=C1C)C(F)(F)F)O